C[Si](CSC1=CC=CC=C1)(C)C trimethyl-(phenylthiomethyl)silane